N1C=C(C2=CC=CC=C12)CCNC([SH-]CC1=CC=CC=C1)=S N-[2-(indol-3-yl)ethyl]-S-benzyl-dithiocarbamate